C1(CC1)C=1C(=NON1)C(=O)N[C@H](C(C1CC1)C1CC1)C=1OC2=C(N1)C=C(C=C2)CN2C(N[C@@H](C2)C(F)(F)F)=O 4-Cyclopropyl-N-((R)-2,2-dicyclopropyl-1-(5-(((S)-2-oxo-4-(trifluoromethyl)imidazolidin-1-yl)methyl)-benzo[d]oxazol-2-yl)ethyl)-1,2,5-oxadiazole-3-carboxamide